N-((3-(1-(4-fluoro-3-methylphenyl)-5-hydroxy-2-isopropyl-1H-indol-3-yl)azetidin-1-yl)sulfonyl)acetamide FC1=C(C=C(C=C1)N1C(=C(C2=CC(=CC=C12)O)C1CN(C1)S(=O)(=O)NC(C)=O)C(C)C)C